N1=CC=CC(=C1)N1N=CC(=C1C(F)(F)F)C(=O)O 1-(pyridin-5-yl)-5-(trifluoromethyl)-1H-pyrazole-4-carboxylic acid